C(C)(C)(C)OC(=O)N1C[C@@H](O[C@@H](C1)C)C(=O)O (2R,6R)-4-tert-Butoxycarbonyl-6-methyl-morpholine-2-carboxylic acid